CC(CC(C(=O)OC=1C=C(OC(C(O)(C)CC(CCCCC)C)=O)C(=CC1O)O)(O)C)CCCCC di-hydroxyresorcinol 2-methylheptyl-lactate (2-methylheptyl-lactate)